O=C1CC2SC(CN12)C(=O)[O-] 7-oxo-4-thia-1-azabicyclo[3.2.0]heptane-3-carboxylate